5-(2,4-dioxo-3,4-dihydropyrimidin-1(2H)-yl)-4-methoxytetrahydrofuran-3-yl(2-cyanoethyl) diisopropylphosphoramidite C(C)(C)N(P(OCC(C#N)C1COC(C1OC)N1C(NC(C=C1)=O)=O)[O-])C(C)C